2-hydroxy-4-methoxy-4'-tert-butylbenzophenone OC1=C(C(=O)C2=CC=C(C=C2)C(C)(C)C)C=CC(=C1)OC